C(#N)C1=C(C=CC=2N(C(N(C21)C(C)C)=O)C2=CC(=CC=C2)OC(F)F)C(=O)OCC Ethyl 4-cyano-1-(3-(difluoromethoxy)phenyl)-3-isopropyl-2-oxo-2,3-dihydro-1H-benzo[d]imidazole-5-carboxylate